((3-(2,6-Dioxaspiro[4.5]decane-7-carboxamido)-5-(trifluoromethyl)phenyl)carbamoyl)(3-(pyridin-2-ylmethyl)-1,2,3-oxadiazol-3-ium-5-yl)amide C1OCCC12OC(CCC2)C(=O)NC=2C=C(C=C(C2)C(F)(F)F)NC(=O)[N-]C2=C[N+](=NO2)CC2=NC=CC=C2